(S)-6-fluoro-10-isopropyl-2-methyl-7-(6-(3-(piperidin-1-yl)propoxy)pyridin-3-yl)-9,10-dihydro-8-oxa-2,4,10a-triazanaphtho[2,1,8-cde]azulen-1(2H)-one FC=1C=C2N=CC=3N(C(N4[C@H](COC(=C2C34)C1C=1C=NC(=CC1)OCCCN1CCCCC1)C(C)C)=O)C